ClC1=CC=C(C(=N1)[N+](=O)[O-])N 6-Chloro-2-nitro-pyridin-3-amine